N1(C=NC=C1)CC1=C(C(=C2C=CC=NC2=C1C(=O)NC1CN(C1)C(C1=CC=NC=C1)=O)N1C(C2=CC=CC=C2CC1C=1C(=NN(C1)C)C(F)(F)F)=O)CC 7-((1H-Imidazol-1-yl)methyl)-5-(1-methyl-3-(trifluoromethyl)-1H-pyrazol-4-yl-1-oxo-3,4-dihydroisoquinolin-2(1H)-yl)-6-ethyl-N-(1-isonicotinoylazetidin-3-yl)quinoline-8-carboxamide